N[C@@H](C(=O)N1CC2=CC=C(C=C2C1)C=1N=NC=CC1)CC1=C(C=C(C=C1)Cl)Cl (R)-2-amino-3-(2,4-dichlorophenyl)-1-(5-(pyridazin-3-yl)isoindolin-2-yl)propan-1-one